N-(5-((4-(bicyclo[1.1.1]pentan-1-ylamino)-1,3,5-triazin-2-yl)amino)-2-((2-(dimethylamino)ethyl)(methyl)amino)-4-methoxyphenyl)acrylamide C12(CC(C1)C2)NC2=NC(=NC=N2)NC=2C(=CC(=C(C2)NC(C=C)=O)N(C)CCN(C)C)OC